5-fluoro-4-oxo-3-(2-(1-oxo-6-phenylisoindolin-2-yl)butanamido)pentanoic acid FCC(C(CC(=O)O)NC(C(CC)N1C(C2=CC(=CC=C2C1)C1=CC=CC=C1)=O)=O)=O